COC([C@@H]1[C@H]([C@@H]([C@H]([C@](O)(O1)CC1=CC=CC=C1)OC(C)=O)OC(C)=O)OC(C)=O)=O Benzyl-2,3,4-tri-O-acetyl-β-D-glucopyranosuronic acid methyl ester